[2-[3-[2-[1-[2-[3,5-bis(difluoromethyl) pyrazol-1-yl] acetyl]-4-piperidinyl] thiazol-4-yl]-4,5-dihydro isoxazol-5-yl]-3-chloro-phenyl] methanesulfonate CS(=O)(=O)OC1=C(C(=CC=C1)Cl)C1CC(=NO1)C=1N=C(SC1)C1CCN(CC1)C(CN1N=C(C=C1C(F)F)C(F)F)=O